(R)-2-isobutyl-6-(4-isopropyl-2-oxooxazolidin-3-yl)isonicotinic acid C(C(C)C)C=1C=C(C(=O)O)C=C(N1)N1C(OC[C@H]1C(C)C)=O